C1(=CC=C(C=C1)C(=CC#N)N)C(=CC#N)N 3,3'-(1,4-phenylene)bis(3-aminoacrylonitrile)